di(2-furyl)phosphorus chloride O1C(=CC=C1)P(C=1OC=CC1)Cl